BrC1=CC=C(S1)S(=O)(=O)NC(C1=C(C(C(=O)NC)=C(C=C1)Cl)O)=O N1-((5-bromothiophen-2-yl)sulfonyl)-4-chloro-2-hydroxy-N3-methylisophthalamide